(R)-2-fluoro-1-(2-(methoxymethyl)-4-(8-((3-methyl-4-((1-methyl-1H-benzo[d][1,2,3]triazol-5-yl)oxy)phenyl)amino)pyrimido[5,4-d]pyrimidin-2-yl)piperazin-1-yl)prop-2-en-1-one FC(C(=O)N1[C@H](CN(CC1)C=1N=CC2=C(N1)C(=NC=N2)NC2=CC(=C(C=C2)OC2=CC1=C(N(N=N1)C)C=C2)C)COC)=C